9-(Heptyloxy)-7-(2-(2-methoxyethoxy)ethoxy)-N-(4-nitrophenyl)-N-phenyl-9H-carbazol-2-amine C(CCCCCC)ON1C2=CC(=CC=C2C=2C=CC(=CC12)N(C1=CC=CC=C1)C1=CC=C(C=C1)[N+](=O)[O-])OCCOCCOC